N-(4-fluorobenzyl)-1H-benzimidazol-2-amine FC1=CC=C(CNC2=NC3=C(N2)C=CC=C3)C=C1